[3-hydroxy-2-(5H-imidazo[1,5-b]isoindol-5-yl)-7-azaspiro[3.5]nonan-7-yl]-tetrahydrofuran-3-yl-methanone OC1C(CC12CCN(CC2)C(=O)C2COCC2)C2N1C(C=3C=CC=CC23)=CN=C1